2-thiophen-2-ylpyrazine S1C(=CC=C1)C1=NC=CN=C1